FC=1C(=NC(=C(C1)F)N)N1C=C(C(C2=CC(=C(C(=C12)F)N1CC(CC1)O)F)=O)C(=O)O 1-(3,5-difluoro-6-amino-2-pyridinyl)-6,8-difluoro-1,4-dihydro-7-(3-hydroxypyrrolidinyl)-4-oxo-3-quinolinecarboxylic acid